tert-butyl (2-(6-chloro-3-((4,5-dichloropyridin-2-yl)amino)-9-tosyl-9H-carbazol-1-yl)ethyl)carbamate ClC=1C=C2C=3C=C(C=C(C3N(C2=CC1)S(=O)(=O)C1=CC=C(C)C=C1)CCNC(OC(C)(C)C)=O)NC1=NC=C(C(=C1)Cl)Cl